NC1=C(N(N=C1C1CCCC1)C1=CC=C(C=C1)Br)C#N 4-amino-2-(4-bromophenyl)-5-cyclopentyl-pyrazole-3-carbonitrile